P(=S)#CN(N)COC1=CC=CC=C1 thiophosphoryl-phenoxymethyl-(methylhydrazine)